ClC=1C=C2C(=C3C1NC(NC31CCCCC1)=O)OC(=N2)CNC2(CCCC2)CO 5-chloro-2-({[1-(hydroxymethyl)cyclopentyl]amino}methyl)-7,8-dihydro-6H-spiro[[1,3]oxazolo[5,4-f]quinazoline-9,1'-cyclohexane]-7-one